CC1=NC=C(C=C1C(=O)N)NC(C(=O)N1[C@@H](CC[C@H](C1)C)C1=CC=CC=C1)=O methyl-5-[[2-[(2S,5R)-5-methyl-2-phenyl-1-piperidyl]-2-oxo-acetyl]amino]pyridine-3-carboxamide